CC=1C(=NC(=NC1)NC1=CC=NN1C)C=1N=C(OC1)C(=O)NCC1=CC(=CC=C1)S(=O)(=O)C 4-(5-methyl-2-((1-methyl-1H-pyrazol-5-yl)amino)pyrimidin-4-yl)-N-(3-(methylsulfonyl)benzyl)oxazole-2-carboxamide